ethyl (S)-2-((tert-butoxycarbonyl)amino)-4-oxobutanoate C(C)(C)(C)OC(=O)N[C@H](C(=O)OCC)CC=O